C(C)(=O)N1[C@@H](CCC1)C(=O)O acetyl-L-proline